3,3'-(1,3-phenylene)bis(5-butyl-1,2,4-triazole) C1(=CC(=CC=C1)C1=NNC(=N1)CCCC)C1=NNC(=N1)CCCC